C(C)(C)(C)OC([C@@H](NC(CN1C(C=CC1=O)=O)=O)CCCCN)=O tert-butyl-N2-[(2,5-dioxo-2,5-dihydro-1H-pyrrol-1-yl)acetyl]-L-lysinate